N-(6-fluoropyridin-3-yl)ethanesulfonamide FC1=CC=C(C=N1)NS(=O)(=O)CC